Pentamethylcyclopentadienyl-dimethyl-(1-(2-phenylpropyl)-3,6,7,8-tetrahydro-as-indacenyl)hafnium CC1=C(C(=C(C1([Hf](C1=C(C2=C3CCCC3=CC=C2C1)CC(C)C1=CC=CC=C1)(C)C)C)C)C)C